4-(7-(4-cyanopyridin-2-yl)-5-cyclopropyl-7H-pyrrolo[2,3-d]pyrimidin-4-yl)-2-methylpiperazine-1-carboxylate C(#N)C1=CC(=NC=C1)N1C=C(C2=C1N=CN=C2N2CC(N(CC2)C(=O)[O-])C)C2CC2